FC1=C(C=CC=C1F)OC1=C(C(=CC=C1)F)F 2,3-difluorophenyl ether